C(#N)C=1C=NN2C1C(=CC(=C2)OC[C@H](C)O)C=2C=CC(=NC2)N2CCN(CC2)C(=O)OC(C)(C)C tert-butyl (S)-4-(5-(3-cyano-6-(2-hydroxypropoxy)pyrazolo[1,5-a]pyridin-4-yl)pyridin-2-yl)piperazine-1-carboxylate